ClCC(=O)NNC(C1=CC=C(C=C1)C1=CC=CC=C1)=O N'-(2-chloroacetyl)-4-(phenyl)benzoyl-hydrazine